C1(CC1)C=1C(=CC=2N(N1)C(=CN2)I)OCC(F)F 6-cyclopropyl-7-(2,2-difluoroethoxy)-3-iodo-imidazo[1,2-b]pyridazine